tert-butyl 3-((5-bromo-3-methylpyrazin-2-yl)oxy)azetidine-1-carboxylate BrC=1N=C(C(=NC1)OC1CN(C1)C(=O)OC(C)(C)C)C